FC1=C2C=C(NC2=CC=C1)C(=O)N1[C@@H]([C@H]2C([C@H]2C1)(C)C)C(=O)N[C@H](CO)C[C@H]1C(NCC1)=O (1R,2S,5S)-3-(4-fluoro-1H-indole-2-carbonyl)-N-((S)-1-hydroxy-3-((S)-2-oxopyrrolidin-3-yl)propan-2-yl)-6,6-dimethyl-3-azabicyclo[3.1.0]hexane-2-carboxamide